FC=1C(N(C=C(C1)CC=O)C(C(=O)OC)[C@@H](CC)C)=O methyl (3R)-2-(3-fluoro-2-oxo-5-(2-oxoethyl)pyridin-1(2H)-yl)-3-methylpentanoate